[Na+].OC(C(=O)[O-])CCl.BrC1=CC=C(C=C1)C1=CC=CC=C1 2-(4-bromophenyl)benzene 2-hydroxy-3-chloropropionate sodium